3-(4-(((1R,5R)-3-(2-cyanoacetyl)-5-methylcyclohexyl)amino)-1H-pyrrolo[2,3-b]pyridin-5-yl)-N-methylisoxazole-5-carboxamide C(#N)CC(=O)C1C[C@@H](C[C@@H](C1)C)NC1=C2C(=NC=C1C1=NOC(=C1)C(=O)NC)NC=C2